2-methyl-3-phenethyl-3H-pyrimidin-4-one CC1=NC=CC(N1CCC1=CC=CC=C1)=O